(1R,4R,7R)-2-{2-[6-(3-chloro-4-methoxyphenyl)-1-(cyclopropylmethyl)-1H-pyrrolo[2,3-b]pyridin-2-yl]-7-methoxy-1-methyl-1H-1,3-benzodiazole-5-carbonyl}-2-azabicyclo[2.2.1]heptan-7-amine ClC=1C=C(C=CC1OC)C1=CC=C2C(=N1)N(C(=C2)C2=NC1=C(N2C)C(=CC(=C1)C(=O)N1[C@@H]2CC[C@H](C1)[C@H]2N)OC)CC2CC2